C(C)(C)C1=C(NC2=CC=C(C=C12)C1CCN(CC1)CCCCCCCCCCCCCCCCCCN1CCC(CC1)C=1C=C2C(=C(NC2=CC1)C=1C=C(C=2N(C1)N=CN2)OC)C(C)C)C=2C=C(C=1N(C2)N=CN1)OC 1,18-bis(4-(3-isopropyl-2-(8-methoxy-[1,2,4]triazolo[1,5-a]pyridin-6-yl)-1H-indol-5-yl)piperidin-1-yl)octadecane